(R*)-2-[1-(2,3-dihydrobenzofuran-5-yl)-2-nitroethyl]malonic acid dimethyl ester COC(C(C(=O)OC)[C@@H](C[N+](=O)[O-])C=1C=CC2=C(CCO2)C1)=O |o1:8|